FC1=C2C=CNC2=CC=C1C#N 4-fluoro-1H-indole-5-carbonitrile